BrC=1C(=NN2C1CN(CCC2)C(=O)OC(C)(C)C)C(=O)OC 5-tert-butyl 2-methyl 3-bromo-7,8-dihydro-4H-pyrazolo[1,5-a][1,4]diazepine-2,5(6H)-dicarboxylate